COCOC1=C(C=CC(=C1)C=1C=NN(C1)C1OCCCC1)C1=CN=C(N=N1)S(=O)(=O)C 6-(2-(methoxymethoxy)-4-(1-(tetrahydro-2H-pyran-2-yl)-1H-pyrazol-4-yl)phenyl)-3-(methylsulfonyl)-1,2,4-triazine